C(C)(C)(C)OC(=O)N1[C@@H]([C@H](C1)OC=1C=C(C(=NC1)C(=O)O)F)C 5-{[(2R,3S)-1-(tert-butoxycarbonyl)-2-methylazetidin-3-yl]oxy}-3-fluoropyridine-2-carboxylic acid